(6-chloro-4-methylpyridin-3-yl)cyclopropan-1-amine ClC1=CC(=C(C=N1)C1(CC1)N)C